2-amino-4,6-dichloro-5-formylaminopyrimidine NC1=NC(=C(C(=N1)Cl)NC=O)Cl